ClC1=C(C(=CC=2OCOC21)[N+](=O)[O-])C(C)=O 1-(4-chloro-6-nitrobenzo[d][1,3]dioxol-5-yl)ethan-1-one